2-oxacyclopentane C1OCCC1